trioctyl citrate (tri(2-ethylhexyl) citrate) C(C)C(CC(C(C(C(=O)O)(CC(CCCC)CC)CC(CCCC)CC)(O)C(=O)O)C(=O)O)CCCC.C(CC(O)(C(=O)OCCCCCCCC)CC(=O)OCCCCCCCC)(=O)OCCCCCCCC